3-amino-7-bromo-5H-pyrrolo[2,3-b]pyrazine-2-carboxylic acid methyl ester COC(=O)C=1N=C2C(=NC1N)NC=C2Br